C(C)(C)(C)OC(NNC([C@H](CC1CCCCC1)NC(=O)OCC1=CC=CC=C1)=O)=O.C(C)N(C1=CC(=CC=C1)NC(C)=O)CC N,N-diethyl-m-acetamidoaniline tert-butyl-N-[[(2S)-2-(benzyloxycarbonylamino)-3-cyclohexyl-propanoyl]amino]carbamate